FC=1C=C(C#N)C=C(C1F)O 3,4-difluoro-5-hydroxybenzonitrile